(1S,2S)-2-{3,6-diazabicyclo[3.1.1]heptan-3-ylmethyl}-N-[2-(2,4-dimethoxypyridin-3-yl)-1-methylpyrrolidin-5-yl]cyclopropane-1-carboxamide C12CN(CC(N1)C2)C[C@@H]2[C@H](C2)C(=O)NC2CCC(N2C)C=2C(=NC=CC2OC)OC